(2R,3S,4R,6R)-2-(acetoxymethyl)-6-(benzyloxy)tetrahydro-2H-pyran-3,4-diacetic acid C(C)(=O)OC[C@@H]1O[C@H](C[C@@H]([C@@H]1CC(=O)O)CC(=O)O)OCC1=CC=CC=C1